2-bromo-N,N-dimethyl-ethylamine hydrobromide Br.BrCCN(C)C